NC1=C(C(=O)N)C(=CC(=C1)OC(C)C)OC(C)C 2-amino-4,6-diisopropyloxybenzamide